3-ethoxy-4-(hept-1,6-dien-4-yloxy)benzaldehyde C(C)OC=1C=C(C=O)C=CC1OC(CC=C)CC=C